N-(5-(2-(3,3-dimethylazetidin-1-yl)acetamido)-2-methylpyridin-3-yl)-2-(2-methoxypyridin-3-yl)pyrazolo[5,1-b]thiazole-7-carboxamide CC1(CN(C1)CC(=O)NC=1C=C(C(=NC1)C)NC(=O)C=1C=NN2C1SC(=C2)C=2C(=NC=CC2)OC)C